C(C)(=O)N[C@](N)(C(C1=CC=CC=C1)C)C(=O)O 2-acetamido-3-methyl-3-phenylalanine